CN(CCOC1=CC=C(C=C1)NC1=NC=C2N=C(N(C2=N1)[C@@H]1CN(CCC1)C(C=C)=O)NC1=CC=CC=C1)C (S)-2-(4-(2-dimethylaminoethoxy)phenylamino)-8-phenylamino-9-(N-acryloyl-3-piperidinyl)-9H-purine